3-amino-N-((S)-7-((2S,3S)-2,3-dimethylpiperazin-1-yl)chroman-3-yl)-6-methylthieno[2,3-b]pyridine-2-carboxamide NC1=C(SC2=NC(=CC=C21)C)C(=O)N[C@@H]2COC1=CC(=CC=C1C2)N2[C@H]([C@@H](NCC2)C)C